(3-(5-(2-methyl-[1,1'-biphenyl]-3-yl)-1,3,4-oxadiazol-2-yl)benzyl)-L-leucine hydrochloride Cl.CC1=C(C=CC=C1C1=NN=C(O1)C=1C=C(CN[C@@H](CC(C)C)C(=O)O)C=CC1)C1=CC=CC=C1